alpha-trifluoromethyl-beta-nitrostyrene FC(C(=C[N+](=O)[O-])C1=CC=CC=C1)(F)F